5-((4-(((4-nitronaphthalen-1-yl)oxy)methyl)pyridin-2-yl)amino)pyrazine-2-carboxylic acid [N+](=O)([O-])C1=CC=C(C2=CC=CC=C12)OCC1=CC(=NC=C1)NC=1N=CC(=NC1)C(=O)O